2,2-dimethylcyclobutyl-5-methyl-thiazole CC1(C(CC1)C=1SC(=CN1)C)C